2-(m-tolyl)-1H-benzo[d]imidazol-5-amine C1(=CC(=CC=C1)C1=NC2=C(N1)C=CC(=C2)N)C